methylenebis(6-aminobenzoic acid) C(C1=C(C(=O)O)C(=CC=C1)N)C1=C(C(=O)O)C(=CC=C1)N